CN(C1CN(CC1)C1=C2CCN(CC2=CC(=C1)C1=CC=C(C=C1)C(F)(F)F)C(C=C)=O)C 1-(5-(3-(dimethylamino)pyrrolidin-1-yl)-7-(4-(trifluoromethyl)phenyl)-3,4-dihydroisoquinolin-2(1H)-yl)Prop-2-en-1-one